Benzyl 4-[1-(5-chloro-1H-1,3-benzodiazol-2-yl)-5-hydroxy-4-[2-(oxan-4-yl)ethyl]-1H-pyrazol-3-yl]piperidine-1-carboxylate ClC1=CC2=C(NC(=N2)N2N=C(C(=C2O)CCC2CCOCC2)C2CCN(CC2)C(=O)OCC2=CC=CC=C2)C=C1